NCC(C)C1=CC=C(C=C1)N(C1=CC=C(OC=2N=C(C3=C(N2)C=NC=C3)O)C=C1)C 2-(4-{[4-(2-amino-1-methyl-ethyl)-phenyl]-methyl-amino}-phenoxy)-pyrido[3,4-d]pyrimidin-4-ol